C(#N)C1=CC=C2C(=CNC2=C1)S(=O)(=O)NC1=C(C=C(C(=C1)F)F)F 6-cyano-N-(2,4,5-trifluorophenyl)-1H-indole-3-sulfonamide